ClC=1C=CC2=C3N(N=C2C1\N=C\1/NC(N(C(N1CC1=C(C=C(C(=C1)F)F)F)=O)CC1=NN(C=N1)C1CC1)=O)CCC3 (E)-6-((7-chloro-2,3-dihydro-1H-pyrrolo[1,2-b]indazol-6-yl)imino)-3-((1-cyclopropyl-1H-1,2,4-triazol-3-yl)methyl)-1-(2,4,5-trifluorobenzyl)-1,3,5-triazine-2,4-dione